3-(5-(methylsulfonyl)isoindolin-2-yl)-6-vinylpyridazine-4-carbonitrile CS(=O)(=O)C=1C=C2CN(CC2=CC1)C=1N=NC(=CC1C#N)C=C